[Si](C)(C)(C(C)(C)C)OCCNCCCCCC(=O)OC(CCCCCC)CCCCCC tridecan-7-yl 6-((2-((tert-butyldimethylsilyl)oxy)ethyl)amino)hexanoate